6-[(E)-2-(3-methoxyphenyl)vinyl]nicotinic acid COC=1C=C(C=CC1)/C=C/C1=NC=C(C(=O)O)C=C1